2-[6-[(3aR,7aS)-6-ethyl-3,3a,4,5,7,7a-hexahydro-2H-pyrrolo[2,3-c]pyridin-1-yl]pyridazin-3-yl]-5-chloro-3-methyl-phenol C(C)N1C[C@@H]2[C@H](CC1)CCN2C2=CC=C(N=N2)C2=C(C=C(C=C2C)Cl)O